2-chloro-5,8,11-trimethyl-5,11-dihydro-6H-benzo[e]pyrimido[5,4-b][1,4]diazepin-6-one ClC=1N=CC=2N(C(C3=C(N(C2N1)C)C=CC(=C3)C)=O)C